tert-butyl N-cyclopropyl-N-[1-[2-methyl-7-[[2-methyl-7-[(2-pyridylamino)methyl]indazol-5-yl]carbamoyl]indazol-4-yl]-4-piperidyl]carbamate C1(CC1)N(C(OC(C)(C)C)=O)C1CCN(CC1)C=1C2=CN(N=C2C(=CC1)C(NC1=CC2=CN(N=C2C(=C1)CNC1=NC=CC=C1)C)=O)C